C(C)C=1C=CC=C2C=CC=C(C12)N1CC=2N=C(N=C(C2CC1)N1CC(CCC1)N1NC(C=C1)=O)OCC12CCCN2CCC1 (1-(7-(8-ethylnaphthalen-1-yl)-2-((tetrahydro-1H-pyrrolizin-7a(5H)-yl)methoxy)-5,6,7,8-tetrahydropyrido[3,4-d]pyrimidin-4-yl)piperidin-3-yl)-1,2-dihydro-3H-pyrazol-3-one